3-(2-fluoro-2-methylpropyl)-2,2a,3,4,5,9c-hexahydro-1H-cyclobuta[5,6]pyrido[3,4-b]indole FC(CN1CC=2NC=3C=CC=CC3C2C2C1CC2)(C)C